3-Amino-4-(7-fluoro-1H-indazol-4-yl)-6-(4-isopropylpiperazin-1-yl)-7-methyl-1H-1,5-naphthyridin-2-one NC=1C(NC2=CC(=C(N=C2C1C1=C2C=NNC2=C(C=C1)F)N1CCN(CC1)C(C)C)C)=O